Methyl-1-(2-aminoethyl)-4-(5-chloro-2-((tetrahydro-2H-pyran-4-yl)amino)pyrimidin-4-yl)-1H-pyrrole-2-carboxylate COC(=O)C=1N(C=C(C1)C1=NC(=NC=C1Cl)NC1CCOCC1)CCN